benzyl (5r,7s)-5-amino-7-(1,3-dioxoisoindolin-2-yl)-2-azaspiro[3.4]octane-2-carboxylate N[C@H]1C2(CN(C2)C(=O)OCC2=CC=CC=C2)C[C@@H](C1)N1C(C2=CC=CC=C2C1=O)=O